N1C(=NC2=C1C=CC=C2)CN(CCCCNC(=O)C2=NC=CN=C2)[C@H]2CCCC=1C=CC=NC21 pyrazine-2-carboxylic acid {4-[(1H-benzimidazol-2-ylmethyl)-(S)-5,6,7,8-tetrahydro-quinolin-8-yl-amino]-butyl}-amide